[Br-].C1(=CC=CC=C1)C(=CC1=CCN(C=C1)C)C1=CC=CC=C1 4-(2,2-diphenylvinyl)-1-methylpyridine bromide